(7-(4-((1H-indazol-5-yl)amino)pyrimidin-2-yl)-3,4-dihydroisoquinolin-2(1H)-yl)(3,3-difluorocyclobutyl)methanone N1N=CC2=CC(=CC=C12)NC1=NC(=NC=C1)C1=CC=C2CCN(CC2=C1)C(=O)C1CC(C1)(F)F